4-[(3R,4S)-3-amino-4-fluoropiperidin-1-yl]-6-[4-(morpholin-4-ylmethyl)phenyl]pyrido[3,2-d]pyrimidine-8-carboxamide N[C@@H]1CN(CC[C@@H]1F)C=1C2=C(N=CN1)C(=CC(=N2)C2=CC=C(C=C2)CN2CCOCC2)C(=O)N